CN1CCCC=2C1=C(N=NC2C2=C(C=C(C=C2)C(F)(F)F)O)N[C@H]2CN(CCC2)C 2-(1-methyl-8-{[(3R)-1-methylpiperidin-3-yl]amino}-1,2,3,4-tetrahydropyrido[2,3-d]pyridazin-5-yl)-5-(trifluoromethyl)phenol